C(CCCCCC)C1(CC1)CCOCC1=CC=CC=C1 ((2-(1-heptylcyclopropyl)ethoxy)methyl)benzene